CCCCC/C=C\C/C=C\C/C=C\C/C=C\CCCCCC(=O)O[C@H](COC(=O)CCC/C=C\C/C=C\C/C=C\C/C=C\C/C=C\CC)COP(=O)(O)OC[C@@H](C(=O)O)N 1-(5Z,8Z,11Z,14Z,17Z-eicosapentaenoyl)-2-(7Z,10Z,13Z,16Z-docosatetraenoyl)-glycero-3-phosphoserine